O=C1CC=2C(=NC=C(C2)C=2C=C3N(N2)CCC32CN(C2)C(=O)OC(C)(C)C)N1 tert-butyl 2'-(2-oxo-2,3-dihydro-1H-pyrrolo[2,3-b]pyridin-5-yl)-5',6'-dihydrospiro[azetidine-3,4'-pyrrolo[1,2-b]pyrazole]-1-carboxylate